C1(CC1)C1=NC=NC(=C1C=1N=C(C2=C(N1)C(=NN2)CC2=CC=C(C=C2)C=2N(C=C(N2)C(F)(F)F)C)C)OC 5-(4-cyclopropyl-6-methoxypyrimidin-5-yl)-7-methyl-3-(4-(1-methyl-4-(trifluoromethyl)-1H-imidazol-2-yl)benzyl)-1H-pyrazolo[4,3-d]pyrimidine